6-[4-[(2S,5R)-4-[(2R)-2-cyano-3-fluoro-2-methylpropanoyl]-2,5-dimethylpiperazin-1-yl]spiro[6H-pyrrolo[2,3-d]pyrimidine-5,1'-cyclobutane]-7-yl]pyridazine-4-carbonitrile C(#N)[C@](C(=O)N1C[C@@H](N(C[C@H]1C)C=1C2=C(N=CN1)N(CC21CCC1)C1=CC(=CN=N1)C#N)C)(CF)C